(2S,4S)-4-methylpyrrolidine-2-carboxylic acid C[C@H]1C[C@H](NC1)C(=O)O